CC(C)N(C)CCC1=CNC2=CC=CC=C21 N-Methyl-N-isopropyltryptamine